[11C]methyl iodide [11CH3]I